N-(4-morpholinophenyl)-4-phenyl-[2,4'-bithiazole]-2'-amine O1CCN(CC1)C1=CC=C(C=C1)NC=1SC=C(N1)C=1SC=C(N1)C1=CC=CC=C1